NC1=NC=2C=CC(=CC2C2=C1[C@H](OC2)C)C(=O)N(CC2=NC=C(C=C2)C(F)(F)F)CC=2COCCC2 (3R)-4-amino-N-(5,6-dihydro-2H-pyran-3-ylmethyl)-3-methyl-N-((5-(trifluoromethyl)-2-pyridinyl)methyl)-1,3-dihydrofuro[3,4-c]quinoline-8-carboxamide